1,3-dibromoisoquinoline BrC1=NC(=CC2=CC=CC=C12)Br